CNC(=O)C1=C(C=CC(=C1)C(F)(F)F)NC(OC(C)(C)C)=O tert-butyl (2-(methylcarbamoyl)-4-(trifluoromethyl)phenyl)carbamate